9,9-diphenyl-9H-fluorene C1(=CC=CC=C1)C1(C2=CC=CC=C2C=2C=CC=CC12)C1=CC=CC=C1